3-(tert-butoxycarbonyl)-7-methyl-1,2,3,4,4a,5-hexahydrobenzo[b]pyrazine C(C)(C)(C)OC(=O)C1NC2C(NC1)=CC(=CC2)C